cis-2-(4-(cyclopentylamino)phenyl)-N-(4-methyl-3-(trifluoro-methyl)phenyl)-1-(tetrahydro-2H-pyran-4-carbonyl)octahydro-1H-cyclopenta[b]pyridine-3-carboxamide C1(CCCC1)NC1=CC=C(C=C1)C1C(CC2C(N1C(=O)C1CCOCC1)CCC2)C(=O)NC2=CC(=C(C=C2)C)C(F)(F)F